4-[(6-azidohexyl)oxy]benzoyl-hydrazine N(=[N+]=[N-])CCCCCCOC1=CC=C(C(=O)NN)C=C1